CC(CCCOC(C)=O)C(C)C 4,5-Dimethylhexylacetat